COCCOC=1C=C(C=CC1)C=1N(C2=CC=C(C=C2C1)N)C 2-[3-(2-methoxyethoxy)phenyl]-1-methyl-indol-5-amine